Cl.CNC(=O)C1=NC=NC=C1 N-methylpyrimidine-4-carboxamide hydrochloride